benzyl (2S)-2-(cyanomethyl)-4-(2'-(3-(dimethylamino)azetidin-1-yl)-3,4,5',6'-tetrahydro-2H-spiro[naphthalene-1,7'-pyrano[2,3-d]pyrimidin]-4'-yl)piperazine-1-carboxylate C(#N)C[C@@H]1N(CCN(C1)C=1C2=C(N=C(N1)N1CC(C1)N(C)C)OC1(CC2)CCCC2=CC=CC=C21)C(=O)OCC2=CC=CC=C2